FC1=C2NC(C=3N(C2=CC=C1CN1CCN(CC1)C=1C(=NC(=CC1)C(NC([2H])([2H])[2H])=O)C)N=C(C3)Cl)=O 6-fluoro-7-((4-(2-methyl-6-((methyl-d3)carbamoyl)pyridin-3-yl)piperazin-1-yl)methyl)-2-chloropyrazolo[1,5-a]quinoxalin-4(5H)-one